Cl[Cu-2]=C1N(CCN1C1=C(C=CC=C1C(C)C)C(C)C)C1=C(C=CC=C1C(C)C)C(C)C chloro[1,3-bis(2,6-di-isopropylphenyl)-4,5-dihydroimidazol-2-ylidene]copper (I)